2'-chloro-N-(5-(3-(difluoromethyl)-5-fluorobenzoyl)-5,6-dihydro-4H-pyrrolo[3,4-d]thiazol-2-yl)-5'-methoxy-6-methyl-[4,4'-bipyridine]-3-carboxamide ClC1=NC=C(C(=C1)C1=C(C=NC(=C1)C)C(=O)NC=1SC2=C(N1)CN(C2)C(C2=CC(=CC(=C2)F)C(F)F)=O)OC